(1s,2r,5r)-3-(2-(2-amino-3-bromoquinolin-7-yl)ethyl)-5-(4-amino-5-fluoro-7H-pyrrolo[2,3-d]pyrimidin-7-yl)cyclopent-3-ene-1,2-diol NC1=NC2=CC(=CC=C2C=C1Br)CCC=1[C@H]([C@H]([C@@H](C1)N1C=C(C2=C1N=CN=C2N)F)O)O